6-(2-(4-(5-(difluoromethyl)-1,3,4-oxadiazol-2-yl)-2-fluorobenzyl)-2H-tetrazol-5-yl)isoindolin-1-one FC(C1=NN=C(O1)C1=CC(=C(CN2N=C(N=N2)C2=CC=C3CNC(C3=C2)=O)C=C1)F)F